BrC1=CC=C(C=C1)C=1OC2=C(C1)C=CC=C2 2-(4-bromo-phenyl)-benzofuran